N[C@H](C)C=1C=C(C(=C2C(N(C(=NC12)C1CCOCC1)C)=O)F)C (R)-8-(1-aminoethyl)-5-fluoro-3,6-dimethyl-2-(tetrahydro-2H-pyran-4-yl)quinazolin-4(3H)-one